2,7-di-t-butyl-9,9-dimethylxanthene-4,5-dicarboxylic acid C(C)(C)(C)C1=CC=2C(C=3C=C(C=C(C3OC2C(=C1)C(=O)O)C(=O)O)C(C)(C)C)(C)C